C1(CC1)C1=CC(=NC=2N1N=C(C2)C=2C(=CC(=NC2)N2C[C@H](CC2)C(=O)OC)F)C(=O)N2[C@@H](C1=CC=CC=C1CC2)C Methyl (3S)-1-(5-{7-cyclopropyl-5-[(1R)-1-methyl-1,2,3,4-tetrahydroisoquinoline-2-carbonyl]pyrazolo[1,5-a]pyrimidin-2-yl}-4-fluoropyridin-2-yl)pyrrolidine-3-carboxylate